tert-butyl (R)-2-(3-(N-(tert-butoxycarbonyl)-N-methylaminosulfonyl)-5-(2-methylpyrrolidin-1-yl) phenyl)-7-(1-isopropyl-1H-pyrazol-4-yl)-5H-pyrrolo[2,3-b]pyrazine-5-carboxylate C(C)(C)(C)OC(=O)N(S(=O)(=O)C=1C=C(C=C(C1)N1[C@@H](CCC1)C)C=1N=C2C(=NC1)N(C=C2C=2C=NN(C2)C(C)C)C(=O)OC(C)(C)C)C